FC(C1=NN2C(N=C(C=C2NC[C@](C)(C2=CC=C(C=C2)F)C2CCN(CC2)C(=O)N)C(F)(F)F)=C1)(F)F (S)-4-(1-((2,5-bis(trifluoromethyl)pyrazolo[1,5-a]pyrimidin-7-yl)amino)-2-(4-fluorophenyl)propan-2-yl)piperidine-1-carboxamide